C(CC=C)OC=1C=C(C=C2C=CC=NC12)C1=CC(=NC=C1OC)[C@@H](C)NCC (R)-1-(4-(8-(but-3-en-1-yloxy)quinolin-6-yl)-5-methoxypyridin-2-yl)-N-ethylethan-1-amine